ClC=1C=CC=C2C(C=C(OC12)C1=C(OCCCNC(C(=O)O)CC2CCCCC2)C=C(C=C1)C(F)(F)F)=O 2-[3-[2-(8-chloro-4-oxo-chromen-2-yl)-5-(trifluoromethyl)phenoxy]propylamino]-3-cyclohexyl-propionic acid